CS(=O)(=O)[O-].C(CCCCCCCCC)[N+]1=CC(=CC=C1)CCCC 1-Decyl-3-butylpyridinium methansulfonat